C(#N)C1(CC1)C1=CC=CC(=N1)N1C(=CC2=CC=C(C=C12)OC(F)(F)F)C(=O)N 1-(6-(1-cyanocyclopropyl)pyridin-2-yl)-6-(trifluoromethoxy)-1H-indole-2-carboxamide